1-(2,6-difluoropyridin-4-yl)-3-(3-(methylsulfanyl)phenyl)urea FC1=NC(=CC(=C1)NC(=O)NC1=CC(=CC=C1)SC)F